[Pb](I)I lead iodide